NC1=NC(N(C=C1F)[C@@H]1O[C@]([C@H]([C@@H]1F)OC(C1=CC=CC=C1)(C1=CC=CC=C1)C1=CC=C(C=C1)OC)(CF)CO[Si](C)(C)C(C)(C)C)=O 4-amino-1-[(2R,3S,4R,5R)-5-{[(tertbutyldimethylsilyl)oxy]methyl}-3-fluoro-5-(fluoromethyl)-4-[(4-methoxyphenyl)diphenylmethoxy]oxolan-2-yl]-5-fluoropyrimidin-2-one